1-(4-benzyl-3-oxo-3,4-dihydro-2H-benzo[b][1,4]thiazin-6-yl)-3-(4-cyanophenylmethyl)urea C(C1=CC=CC=C1)N1C2=C(SCC1=O)C=CC(=C2)NC(=O)NCC2=CC=C(C=C2)C#N